2-[(4-bromo-3-methyl-phenoxy)methyl]-7-azaspiro[3.5]nonane BrC1=C(C=C(OCC2CC3(C2)CCNCC3)C=C1)C